((8-bromo-1,2,3,5,6,7-hexahydro-s-indacen-4-yl)carbamoyl)-2,2-dimethyl-2,3-dihydropyrazolo[5,1-b]oxazole-7-sulfonimidamide BrC=1C=2CCCC2C(=C2CCCC12)NC(=O)C1N2C(OC1(C)C)=C(C=N2)S(=O)(N)=N